(2S,4S)-1-(2-(3-acetyl-5-(2-methylpyrimidin-5-yl)-1H-indazol-1-yl)acetyl)-N-(6-bromopyridin-2-yl)-4-((dimethylamino)methyl)-4-fluoropyrrolidine-2-carboxamide C(C)(=O)C1=NN(C2=CC=C(C=C12)C=1C=NC(=NC1)C)CC(=O)N1[C@@H](C[C@](C1)(F)CN(C)C)C(=O)NC1=NC(=CC=C1)Br